ethyl N,N-dimethyl-P-(4-(5-(trifluoromethyl)-1,2,4-oxadiazol-3-yl)benzyl)phosphonamidate CN(P(OCC)(=O)CC1=CC=C(C=C1)C1=NOC(=N1)C(F)(F)F)C